1-hydroxyethylamide OC(C)[NH-]